C(CCC)N1C(C2=CN=CC=C2C(=C1)C1=CC(=C(OC2CCN(CC2)CC2CCN(CC2)C(=O)C=2C=CC(=C(C2)N2C(NC(CC2)=O)=O)OC)C(=C1)OC)OC)=O 1-(5-(4-((4-(4-(2-butyl-1-oxo-1,2-dihydro-2,7-naphthyridin-4-yl)-2,6-dimethoxyphenoxy)piperidin-1-yl)methyl)piperidine-1-carbonyl)-2-methoxyphenyl)dihydropyrimidine-2,4(1H,3H)-dione